methyl bicyclo[1.1.1]pentane-1-carboxylate C12(CC(C1)C2)C(=O)OC